C(C)CC(N(CC)CC)=NP([O-])(=O)F ethyl(1-(diethylamino)ethylidene)phosphoramidofluoridate